BrC1=C(C=C2C=NC(=NC2=C1F)Cl)Cl 7-bromo-2,6-dichloro-8-fluoroquinazoline